N(C(CCCCCCCCCCCCCCCC(=O)[O-])C(=O)[O-])C(=O)[O-] azaheptadecane-1,2,17-tricarboxylate